2-(1-((1r,4r)-4-cyanocyclohexyl)-1,6-dihydroimidazo[4,5-d]pyrrolo[2,3-b]pyridin-2-yl)-N-(4-(methylsulfonyl)phenyl)acetamide C(#N)C1CCC(CC1)N1C(=NC=2C1=C1C(=NC2)NC=C1)CC(=O)NC1=CC=C(C=C1)S(=O)(=O)C